C(C)OC(CN1N=CC(=C1)C1=NC=2C(=C3C(=NC2)NC=C3)N1C1CCC(CC1)CC#N)=O 2-(4-(1-((1r,4r)-4-(cyanomethyl)cyclohexyl)-1,6-dihydroimidazo[4,5-d]Pyrrolo[2,3-b]Pyridin-2-yl)-1H-pyrazol-1-yl)acetic acid ethyl ester